N1=CNC2=C1C=CC(=C2)C(=O)O.BrC2=CC=C(CC(=O)C1CN(C1)CCCF)C=C2 (4-bromobenzyl)(1-(3-fluoropropyl)azetidine-3-yl)methanone benzimidazole-5-carboxylate